1-(trans-1-(2-methoxyethyl)-4-(pyridin-4-yl)pyrrolidin-3-yl)-3-(2-phenyl-2,4,5,6-tetrahydrocyclopenta[c]pyrazol-3-yl)urea COCCN1C[C@H]([C@@H](C1)C1=CC=NC=C1)NC(=O)NC1=C2C(=NN1C1=CC=CC=C1)CCC2